2-{3-(6-(1,1'-biphenyl-4-yl)dibenzothiophene-4-yl)phenyl}-4,6-diphenyl-1,3,5-triazine C1(=CC=C(C=C1)C1=CC=CC=2C3=C(SC21)C(=CC=C3)C=3C=C(C=CC3)C3=NC(=NC(=N3)C3=CC=CC=C3)C3=CC=CC=C3)C3=CC=CC=C3